O1CCOC12CC=C(CCC2)C=2C=C1C(=NC2)NC(N1C1CCN(CC1)C(C1=CC=C(C=C1)OC(F)(F)F)=O)=O 6-(1,4-dioxaspiro[4.6]undec-7-en-8-yl)-1-[1-[4-(trifluoromethoxy)benzoyl]-4-piperidyl]-3H-imidazo[4,5-b]pyridin-2-one